n-propyl-dodecahydrocarbazole C(CC)C1CCCC2C3CCCCC3NC12